[1,6]naphthyridine-7-carboxylate N1=CC=CC2=CN=C(C=C12)C(=O)[O-]